(1R,3R)-1-(2,6-difluoro-4-(2-(3-(fluoromethyl)azetidin-1-yl)ethoxy)phenyl)-3-methyl-2-(oxetan-3-yl)-2,3,4,9-tetrahydro-1H-pyrido[3,4-b]indole FC1=C(C(=CC(=C1)OCCN1CC(C1)CF)F)[C@H]1N([C@@H](CC2=C1NC1=CC=CC=C21)C)C2COC2